N-[6-(difluoromethoxy)-7-methoxy-1H,2H,3H-cyclopenta[b]quinolin-9-yl]-1-(propan-2-yl)piperidin-4-amine FC(OC=1C(=CC=2C(=C3C(=NC2C1)CCC3)NC3CCN(CC3)C(C)C)OC)F